C[C@H]1[C@H]2[C@H](C[C@H]3[C@@H]4C[C@@H]([C@H]5C[C@H](CC[C@]5(C)[C@H]4CC[C@]23C)O)O)O[C@]12CC[C@@H](C)CO2 (3β,5α,6α,25R)-Spirostan-3,6-diol